N-(2-ethoxyphenyl)-1,5,7-trimethyl-4-oxo-4,5-dihydro-1H-pyrrolo[3,2-c]pyridine-3-carboxamide C(C)OC1=C(C=CC=C1)NC(=O)C1=CN(C2=C1C(N(C=C2C)C)=O)C